BrC1=C(C(=NC=C1)N1CC(C1)(O)C)F 1-(4-bromo-3-fluoropyridin-2-yl)-3-methylazetidin-3-ol